C1(=CC=C(C=C1)SC1=CC=C(C(=O)C2=CC=CC=C2)C=C1)C 4-(p-tolylthio)-benzophenone